5'-(2-(((1r,4r)-4-aminocyclohexyl)amino)-1-phenylethyl)-2'-chloro-6-fluoro-3'-methoxy-5-(2-methoxyethoxy)-[1,1'-biphenyl]-2-carboxamide trifluoroacetate FC(C(=O)O)(F)F.NC1CCC(CC1)NCC(C1=CC=CC=C1)C=1C=C(C(=C(C1)C=1C(=CC=C(C1F)OCCOC)C(=O)N)Cl)OC